OC(=O)C(F)(F)F.COC=1C=C(C=CC1OCC1CCNCC1)C1=CN(C(C2=CN=CC=C12)=O)C 4-(3-methoxy-4-(piperidin-4-ylmethoxy)phenyl)-2-methyl-2,7-naphthyridin-1(2H)-one TFA salt